NC=1N=C(SC1C(=O)C1=CC(=NO1)OC1CCC(CC1)(F)F)N(C1=CC=C(C=C1)F)C(C(=O)N)C (N-[4-amino-5-[3-(4,4-difluorocyclohexyloxy)isoxazole-5-carbonyl]thiazol-2-yl]-4-fluoro-anilino)propanamide